6,7-dimethoxy-N-[(3R)-piperidin-3-yl]-1,2,3,4-tetrahydroacridin-9-amine COC=1C=C2N=C3CCCCC3=C(C2=CC1OC)N[C@H]1CNCCC1